ClC1=CC=C(C=C1)C1=CC(=NC(=N1)C=1C=NN(C1)C)C(=O)NC1(CC1)C1=CC(=C(C=C1)F)F (S)-6-(4-chlorophenyl)-N-(1-(3,4-difluorophenyl)cyclopropyl)-2-(1-methyl-1H-pyrazol-4-yl)pyrimidine-4-formamide